(2-(2-oxa-6-azaspiro[3.3]heptan-6-yl)pyridin-3-yl)methanamine C1OCC12CN(C2)C2=NC=CC=C2CN